4-(((R)-1-(3-(difluoromethyl)-2-fluorophenyl)ethyl)amino)-6-((1R,4R)-1,4-dihydroxycyclohexyl)-2-methylpyrido[2,3-d]pyrimidin-7(8H)-one FC(C=1C(=C(C=CC1)[C@@H](C)NC=1C2=C(N=C(N1)C)NC(C(=C2)C2(CCC(CC2)O)O)=O)F)F